ethyl 1-(4-tert-butylphenyl)pyrazole-4-carboxylate C(C)(C)(C)C1=CC=C(C=C1)N1N=CC(=C1)C(=O)OCC